COC1=CC=C(C=C1)CN1C(C(CCC1=O)N1C(N(C2=C1C=CC=C2N2[C@H]1CN([C@@H](C2)C1)C(=O)OC(C)(C)C)C)=O)=O tert-butyl (1R,4R)-5-[1-[1-[(4-methoxyphenyl)methyl]-2,6-dioxo-3-piperidyl]-3-methyl-2-oxo-benzimidazol-4-yl]-2,5-diazabicyclo[2.2.1]heptane-2-carboxylate